NC=1C2=C(N=CN1)OC(=C2C2=CC=C(C=C2)OC2=NC(=CC=C2)C)C2=CC=C(C=C2)NC(C(=C)C)=O N-(4-(4-amino-5-(4-((6-methylpyridin-2-yl)oxy)phenyl)furo[2,3-d]pyrimidin-6-yl)phenyl)methacrylamide